C1(=CC=C(C=C1)N(C1=CC=C(C=C1)C)C1=CC=C(C=C1)C=CC1=CC=C(C=C1)C=CC1=CC=C(C=C1)N(C1=CC=C(C=C1)C)C1=CC=C(C=C1)C)C 1,4-Bis[2-[4-[N,N-di(p-tolyl)amino]phenyl]vinyl]benzol